CC(CC1=CC=CC=C1)C 2-Methyl-1-phenylpropan